CC1=C(C(=CC=C1)C)N(C(C1=C(C=CC=C1F)F)=N)CC N-(2,6-dimethylphenyl)-N-ethyl-2,6-difluorobenzamidine